C(#N)C(C(=O)NC=1C=CC=C2C(=CN(C12)C)C1=CC=NC=C1)=C(C)C 4-(7-(2-cyano-3-methylbut-2-enamido)-1-methyl-1H-indol-3-yl)pyridin